COC1(C(C(=CC2=CC=CC=C12)C(=O)N)C(=O)N)OC dimethoxy-1,2-dihydronaphthalene-2,3-Diformamide